C1(CCCCC1)=NCCCN 3-(cyclohexylideneamino)propan-1-amine